2-(5-{3-amino-5-[4-(trifluoromethoxy)benzene-1-sulfonyl]pyridin-2-yl}-1,3,4-oxadiazol-2-yl)propan-2-ol NC=1C(=NC=C(C1)S(=O)(=O)C1=CC=C(C=C1)OC(F)(F)F)C1=NN=C(O1)C(C)(C)O